tert-butyl N-[1-[4-(2,6-dioxo-3-piperidyl)-3-fluoro-2-methoxy-phenyl]-3-methyl-azetidin-3-yl]carbamate O=C1NC(CCC1C1=C(C(=C(C=C1)N1CC(C1)(C)NC(OC(C)(C)C)=O)OC)F)=O